aluminum hydrogensulfate S(=O)(=O)(O)[O-].[Al+3].S(=O)(=O)(O)[O-].S(=O)(=O)(O)[O-]